CN1C=NC(=C1C1=CC=CC=C1)C1=C2CNC(C2=C(C=C1)NC1=NC=C(C=C1)N1CCNCC1)=O 4-(1-methyl-5-phenyl-1H-imidazol-4-yl)-7-((5-(piperazin-1-yl)pyridin-2-yl)amino)isoindolin-1-one